tert-Butyl (2R)-2-((4-(4-bromo-6-chloro-1-(tetrahydro-2H-pyran-2-yl)-1H-indazol-5-yl)-3-methylbutoxy)methyl)morpholine-4-carboxylate BrC1=C2C=NN(C2=CC(=C1CC(CCOC[C@H]1CN(CCO1)C(=O)OC(C)(C)C)C)Cl)C1OCCCC1